ClC1(C(C(C1(F)F)(F)F)(Cl)F)F 1,2-bisChlorohexafluorocyclobutane